(R)-6-chloro-3-((1-(2-(4-(2-isopropyl-2H-1,2,3-triazol-4-yl)piperidin-1-yl)-3,6-dimethyl-4-oxo-3,4-dihydroquinazolin-8-yl)ethyl)amino)-N-(methylsulfonyl)picolinamide ClC1=CC=C(C(=N1)C(=O)NS(=O)(=O)C)N[C@H](C)C=1C=C(C=C2C(N(C(=NC12)N1CCC(CC1)C1=NN(N=C1)C(C)C)C)=O)C